ClC1=NC2=C(C=C(C=C2C(=N1)Cl)Cl)F 2,4,6-trichloro-8-fluoroquinazoline